(4-(Pyridin-4-ylmethyl)-1H-imidazol-2-yl)(thiazol-5-yl)methanol N1=CC=C(C=C1)CC=1N=C(NC1)C(O)C1=CN=CS1